C(C=CC1=CC=CC=C1)(=O)O Cinnamic acid